7-(6-((1S,6R,7R)-7-(aminomethyl)-7-(2-fluorophenyl)-3-azabicyclo[4.1.0]heptan-3-yl)-1H-pyrazolo[3,4-b]pyrazin-3-yl)-8-chloroquinolin-2(1H)-one NC[C@@]1([C@@H]2CCN(C[C@H]12)C1=CN=C2C(=N1)NN=C2C2=CC=C1C=CC(NC1=C2Cl)=O)C2=C(C=CC=C2)F